CC1=CC=C(C(=O)N2N=C(CC2C2=NC=CC=C2)C2=CC=C(C=C2)NC(OC(C)(C)C)=O)C=C1 tert-butyl N-{4-[1-(4-methylbenzoyl)-5-(pyridin-2-yl)-4,5-dihydropyrazol-3-yl]phenyl}carbamate